FC(C=1C(=NC(=NC1)NC1=C(C=C(C=C1)N1C2CN(C(C1)C2)C)CC)NCCCN2C(COCCC2)=O)F 4-(3-((5-(difluoromethyl)-2-((2-ethyl-4-(5-methyl-2,5-diazabicyclo[2.2.1]heptan-2-yl)phenyl)amino)pyrimidin-4-yl)amino)propyl)-1,4-oxazepan-3-one